FC1=CC(=C(C=C1)C(=O)N1CC2(C1)CC(C2)N2N=C(C=C2C(F)(F)F)C2=C(C=C(C=C2)F)C)OC (4-fluoro-2-methoxyphenyl){6-[3-(5-fluoro-2-tolyl)-5-(trifluoromethyl)-1-pyrazolyl]-2-aza-2-spiro[3.3]heptyl}methanone